2-[[(1R)-1-[3,6-Dimethyl-2-(2-methylindazol-5-yl)-4-oxo-chromen-8-yl]-ethyl]amino]-N-methoxy-benzamide CC1=C(OC2=C(C=C(C=C2C1=O)C)[C@@H](C)NC1=C(C(=O)NOC)C=CC=C1)C1=CC2=CN(N=C2C=C1)C